COC1=C(C=CC=C1)C1=NC(=NC=C1)NC1=CC=C2C=CC(N(C2=C1)C)=O 7-{[4-(2-methoxyphenyl)pyrimidin-2-yl]amino}-1-methylquinolin-2(1H)-one